CN1N=C2C=CC(=CC2=C1)C=1N=C2N(C(C1)=O)C=C(C=C2)C2CCNCC2 2-(2-methyl-2H-indazol-5-yl)-7-(piperidin-4-yl)-4H-pyrido[1,2-a]pyrimidin-4-one